C1(CC1)N1N=CC(=C1)NC1=NC=C(C(=N1)C=1C(=C(C(=O)O)C=CC1)F)C(F)F (2-((1-cyclopropyl-1H-pyrazol-4-yl)amino)-5-(difluoromethyl)pyrimidin-4-yl)-2-fluorobenzoic acid